CC(C)=CCC[C@@H](C)[C@H]1CC[C@H]2C3=CC=C4CC(CC[C@]4(C)[C@H]3CC[C@]12C)O cholest-5,7,24-triene-3-ol